C(C(=C)C)(=O)OCCC1=CC=C(C=C1)NC1=CC=C(C=2C(C3=CC=CC=C3C(C12)=O)=O)NC1=CC=C(C=C1)CCOC(C(=C)C)=O 1,4-Bis[4-(2-methacryloxyethyl)phenylamino]anthraquinone